3-bromo-2-(methoxy)pyridine BrC=1C(=NC=CC1)OC